2-fluoro-4-(((3S,4R)-1-((3-fluoro-4-methylphenyl)sulfonyl)-4-hydroxy-4-(hydroxymethyl)pyrrolidin-3-yl)oxy)benzonitrile FC1=C(C#N)C=CC(=C1)O[C@H]1CN(C[C@]1(CO)O)S(=O)(=O)C1=CC(=C(C=C1)C)F